3-(4-cyanobenzyloxy)-N-(pyridin-3-yl)thiophene-2-carboxamide C(#N)C1=CC=C(COC2=C(SC=C2)C(=O)NC=2C=NC=CC2)C=C1